2-{3-[2-(azetidin-2-yl)ethynyl]pyridin-4-yl}-3-[(3-fluoro-2-methoxyphenyl)amino]-1H,5H,6H,7H-pyrrolo[3,2-c]pyridin-4-one N1C(CC1)C#CC=1C=NC=CC1C1=C(C=2C(NCCC2N1)=O)NC1=C(C(=CC=C1)F)OC